C(C)(C)(C)OC([C@H](C(C)C)N(C(=O)C1(CN(C1)C(=O)OC(C)(C)C)F)C)=O tert-butyl (S)-3-((1-(tert-butoxy)-3-methyl-1-oxobutan-2-yl)(methyl)carbamoyl)-3-fluoroazetidine-1-carboxylat